CN(CCNC(C1=NC=C(C=C1)C1=CC=2C3=C(N=NC2C=C1F)N(C(N3C(C)C)=O)C)=O)C N-(2-(dimethylamino)ethyl)-5-(7-fluoro-1-isopropyl-3-methyl-2-oxo-2,3-dihydro-1H-imidazo[4,5-c]cinnolin-8-yl)picolineamide